N1=CC=C2N1C(=CC=C2)C=2C=CC(=NC2)C2(CC(CC2)N)N 3-(5-(pyrazolo[1,5-a]pyridin-7-yl)pyridin-2-yl)cyclopentane-1,3-diamine